FC=1C(NC2=CC(=CC=C2C1)C(=O)OC)=O methyl 3-fluoro-2-oxo-1,2-dihydroquinoline-7-carboxylate